OC1=CC=2C(C3=CC=CC=C3C(C2C=C1)=O)=O 2-Hydroxyanthraquinone